(1R,3s,5S)-3-(benzyloxy)-6-oxabicyclo[3.1.0]hexane C(C1=CC=CC=C1)OC1C[C@H]2O[C@H]2C1